CCCCCCCCCCCCCCCC(=O)[O-] The molecule is a long-chain fatty acid anion that is the conjugate base of hexadecanoic acid (palmitic acid); major species at pH 7.3. It has a role as a human metabolite and a Saccharomyces cerevisiae metabolite. It is a long-chain fatty acid anion, a fatty acid anion 16:0, a 2-saturated fatty acid anion and an omega-methyl fatty acid anion. It is a conjugate base of a hexadecanoic acid.